(R)-12-hydroxystearate O[C@@H](CCCCCCCCCCC(=O)[O-])CCCCCC